COC1=CC=C(C=C1)OC[C@H](N)C(=O)O |r| O-(4-methoxyphenyl)-DL-serine